C(N)(=O)C1=C(C(=CC(=C1)Cl)C)C1=C(N(N=C1CCl)C1=NC=CC=C1Cl)C(=O)N (2-carbamoyl-4-chloro-6-methyl-phenyl)-5-(chloromethyl)-2-(3-chloro-2-pyridinyl)pyrazole-3-carboxamide